C[N+](CCOC)(CCOC)CCOC N-methyl-N,N,N-tris(methoxyethyl)ammonium